FC(C(CC[Si](C)(C)C)(OS(=O)(=O)C)C=1C=C2C(=CC=NC2=CC1)C(=O)OC)(F)F methyl 6-(1,1,1-trifluoro-2-((methylsulfonyl)oxy)-4-(trimethylsilyl)butan-2-yl)quinoline-4-carboxylate